BrC1=CC=CC(=N1)CCOCC#N 2-(2-(6-bromopyridin-2-yl)ethoxy)acetonitrile